(S)-2-(benzyloxycarbonyl-(methyl)amino)-2-cyclopentyl-lithium acetate C(C)(=O)O.C(C1=CC=CC=C1)OC(=O)N(C1(CCCC1)[Li])C